(2R)-2-aminopentanedioic acid dimethyl ester HCl Cl.COC([C@@H](CCC(=O)OC)N)=O